C1(CCC1)CC1=C(C2=C(N=N1)CCC2)N 3-(Cyclobutylmethyl)-6,7-dihydro-5H-cyclopenta[c]pyridazin-4-amine